7-(tert-butyl) 1-methyl 5,6-dihydroimidazo[1,5-a]Pyrazine-1,7(8H)-dicarboxylate C=1(N=CN2C1CN(CC2)C(=O)OC(C)(C)C)C(=O)OC